kaempferol sulfate potassium salt [K+].S(=O)(=O)([O-])[O-].O1C(=C(O)C(=O)C=2C(O)=CC(O)=CC12)C1=CC=C(O)C=C1.[K+]